(E)-3-(3,4-dihydroxyphenyl)-1-(2-hydroxy-5-(3-morpholinopropoxy)phenyl)prop-2-en-1-one OC=1C=C(C=CC1O)/C=C/C(=O)C1=C(C=CC(=C1)OCCCN1CCOCC1)O